CC(C)(CC(=O)O)O β-Hydroxy β-methylbutyrate